C(C)(C)(C)C1=C(C(=CC(=C1)C)C(C)(C)C)[O-].[Na+] sodium 2,6-di-t-butyl-4-methylphenolate